COC(=O)C1=CC=C2C(=CNC2=C1)C(F)(F)F 3-(Trifluoromethyl)-1H-indole-6-carboxylic acid methyl ester